ClC1=C(N=C(NC1=O)C1=CC=NC=C1)N1C[C@@H](CC1)F 5-chloro-4-[(3R)-3-fluoropyrrolidin-1-yl]-2-(4-pyridyl)-1H-pyrimidin-6-one